NC(C(C)(C)N1N=C(C(=C1)NC(=O)C=1C=NN2C1N=CC=C2)C2=C(C=CC(=C2)Cl)OC)=O N-(1-(1-amino-2-methyl-1-oxopropan-2-yl)-3-(5-chloro-2-methoxyphenyl)-1H-pyrazol-4-yl)pyrazolo[1,5-a]pyrimidine-3-carboxamide